ClC1=C2C=CNC2=C(C=C1)F 4-chloro-7-fluoro-1H-indole